ClC1=NC=2OC[C@@H]3[C@@H]4CC[C@H](CN3C(C2C(=C1F)Cl)=O)N4C(=O)OC(C)(C)C tert-butyl (1S,2S,14R)-7,9-dichloro-8-fluoro-11-oxo-4-oxa-6,12,17-triazatetracyclo[12.2.1.02,12.05,10]heptadeca-5(10),6,8-triene-17-carboxylate